(19R)-3-ethyl-16-fluoro-9-methoxy-10,19-dimethyl-20-oxa-3,4,10,11,23-pentaazapentacyclo[19.3.1.02,6.08,12.013,18]pentacosa-1(24),2(6),4,8,11,13,15,17,21(25),22-decaen-22-amine C(C)N1C=2C3=CN=C(C(O[C@@H](C4=CC(=CC=C4C4=NN(C(=C4CC2C=N1)OC)C)F)C)=C3)N